(5-chloro-8-quinolinyloxy)acetic acid (1,3-dimethylbut-1-yl) ester CC(CC(C)C)OC(COC=1C=CC(=C2C=CC=NC12)Cl)=O